N-(5-((4-chlorobenzyl)oxy)-1,3,4-thiadiazol-2-yl)-3-(2-fluoro-6-methoxyphenyl)isonicotinamide ClC1=CC=C(COC2=NN=C(S2)NC(C2=C(C=NC=C2)C2=C(C=CC=C2OC)F)=O)C=C1